(1s,3s,5s)-2-[(2S)-2-amino-2-(3-hydroxytricyclo[3.3.1.13,7]decan-1-yl)acetyl]-2-azabicyclo[3.1.0]-hexane-3-carbonitrile N[C@H](C(=O)N1[C@H]2C[C@H]2C[C@H]1C#N)C12CC3(CC(CC(C1)C3)C2)O